CC=1C(=C(C=C(C1)C(F)(F)F)O)C1=NC=2N(C=C1C)N=C(N2)N2CCOCC2 3-methyl-2-(6-methyl-2-morpholino-[1,2,4]triazolo[1,5-a]pyrimidin-5-yl)-5-(trifluoromethyl)phenol